N-tert-butyl-3-(2-(3-(hydroxymethyl)phenylamino)thieno[3,2-d]pyrimidin-7-yl)benzenesulfonamide C(C)(C)(C)NS(=O)(=O)C1=CC(=CC=C1)C1=CSC2=C1N=C(N=C2)NC2=CC(=CC=C2)CO